C(#N)C1=C(N=C(S1)N(C1=C(N=C2N1C=C(C=C2)C=2C=NC(=NC2)N2CCN(CC2)C(=O)NC2CN(C2)C(=O)OC(C)(C)C)CC)C)C2=CC=C(C=C2)F tert-butyl 3-(4-(5-(3-((5-cyano-4-(4-fluorophenyl)thiazol-2-yl)(methyl)amino)-2-ethylimidazo[1,2-a]pyridin-6-yl)pyrimidin-2-yl)piperazine-1-carboxamido)azetidine-1-carboxylate